2,3-dimethyl-anthraquinone CC1=CC=2C(C3=CC=CC=C3C(C2C=C1C)=O)=O